C(CCCCCCCCCCCCCCC=CCCCC)C=1C=C(C=C(C1)O)O 5-(16-Heneicosenyl)-1,3-benzenediol